3-fluoropropane-1-sulfonamide FCCCS(=O)(=O)N